C(C)(=O)C1=C(NC2=C(C=CC(=C2C1=O)Cl)Br)SCOC 3-acetyl-8-bromo-5-chloro-2-((methoxymethyl)thio)quinolin-4(1H)-one